(5-methoxy-7-methyl-1H-indol-4-yl)methane COC=1C(=C2C=CNC2=C(C1)C)C